[Na].[Na].C(CCC)[Li] n-butyllithium disodium salt